FC1=CC=CC=2NC(=NC21)[C@H](C)NC(=O)[C@H](CC(=O)N2[C@H](CCCC2)C)NC(=O)C2CC1(C2)CCC1 N-[(1S)-1-[[(1S)-1-(4-fluoro-1H-benzimidazol-2-yl)ethyl]carbamoyl]-3-[(2S)-2-methyl-1-piperidyl]-3-oxo-propyl]spiro[3.3]heptane-2-carboxamide